CC(C(=O)O)C(=O)O 2-methyl-malonic acid